NC1=CC2=CN(N=C2C=C1C1=CC=C(C=C1)F)CCOCC(=O)N 2-(2-(5-amino-6-(4-fluorophenyl)-2H-indazol-2-yl)ethoxy)acetamide